(4-(3-isopropyl-2-(8-methyl-[1,2,4]triazolo[1,5-a]pyridin-6-yl)-1H-indol-5-yl)piperidin-1-yl)(3-methyloxetan-3-yl)methanone C(C)(C)C1=C(NC2=CC=C(C=C12)C1CCN(CC1)C(=O)C1(COC1)C)C=1C=C(C=2N(C1)N=CN2)C